CC1=C(C(=O)O)C=CC(=C1)NC(=O)C=1C=C2C(=C(N1)N1[C@H](CCC1)C)OCCC2 (S)-2-Methyl-4-(8-(2-methylpyrrolidin-1-yl)-3,4-dihydro-2H-pyrano[2,3-c]pyridine-6-carboxamido)benzoic acid